N-(4-cyano-2-fluorophenyl)-4-(pyridin-2-yl)-1H-pyrrole-3-sulfonamide C(#N)C1=CC(=C(C=C1)NS(=O)(=O)C1=CNC=C1C1=NC=CC=C1)F